CC1(O[C@@H]2[C@H](O1)C=CC2=O)C (3aR,6aR)-2,2-dimethyl-3aH,6aH-cyclopenta[d][1,3]dioxol-4-one